CC(CCCC(C(C(C(=O)[O-])(CCCC(C(C)C)C)CCCC(C(C)C)C)(O)C(=O)[O-])C(=O)[O-])C(C)C Tri(4,5-dimethyl-1-hexyl)citrat